[Fe].[Pb] Lead-iron